isopropyl ((((2S,5R)-5-(4-amino-5-fluoro-2-oxopyrimidin-1(2H)-yl)-4-fluoro-2,5-dihydrofuran-2-yl) methoxy) (phenoxy)phosphoryl)-L-alaninate NC1=NC(N(C=C1F)[C@H]1C(=C[C@H](O1)COP(=O)(OC1=CC=CC=C1)N[C@@H](C)C(=O)OC(C)C)F)=O